(1R,2R,4S)-7-(8-((3-methyl-4-((1-methyl-1H-benzo[d]imidazol-5-yl)oxy)phenyl)amino)pyrimido[5,4-d]pyrimidin-2-yl)-7-azabicyclo[2.2.1]heptan-2-ol CC=1C=C(C=CC1OC1=CC2=C(N(C=N2)C)C=C1)NC1=NC=NC2=C1N=C(N=C2)N2[C@H]1[C@@H](C[C@@H]2CC1)O